1-(3-chloro-5-fluorophenyl)-5,5-difluoro-4-hydroxy-1,4,5,6-tetrahydrocyclopenta[b]pyrrole-3-carbonitrile ClC=1C=C(C=C(C1)F)N1C2=C(C(=C1)C#N)C(C(C2)(F)F)O